FC(C1=NC(=NO1)C1=CC=C(CN2C(C=CC=C2)=O)C=C1)(F)F 1-(4-(5-(trifluoromethyl)-1,2,4-oxadiazol-3-yl)benzyl)pyridin-2(1H)-one